2-azaspiro[3.3]Heptane-6-amine C1NCC12CC(C2)N